COC1=C(C=CC(=C1)N1CCSCC1)NC1=NC=NC(=C1)N1OCC[C@@H]1C1=CC=CC=C1 (R)-N-(2-methoxy-4-thiomorpholino-phenyl)-6-(3-phenylisoxazolidin-2-yl)pyrimidin-4-amine